Cl[Sb](Cl)Cl The molecule is an inorganic chloride salt with formula SbCl3. It is used as a reagent for detecting vitamin A and related carotenoids, reacting with the carotenoid to form a blue complex that can be measured by colorimetry (the Carr-Price test). Solutions of antimony trichloride were formerly used for dissolving and removing horn stubs from calves and goats. It has a role as a Lewis acid, an apoptosis inducer and a colorimetric reagent. It is an antimony molecular entity and an inorganic chloride. It derives from a hydride of a stibane.